(3R)-3-(4-Chlorophenyl)-2-[(5-chloropyrimidin-2-yl)methyl]-4-fluoro-6-[(1S)-1-hydroxy-1-[1-(2-hydroxyethyl)piperidin-4-yl]propyl]-3-methoxy-2,3-dihydro-1H-isoindol-1-on ClC1=CC=C(C=C1)[C@@]1(N(C(C2=CC(=CC(=C12)F)[C@](CC)(C1CCN(CC1)CCO)O)=O)CC1=NC=C(C=N1)Cl)OC